FC1=CC2=C(N(C(=N2)NC=2OC3=C(N2)C=C(C=C3)C=O)C)C=C1 2-((5-fluoro-1-methyl-1H-benzo[d]imidazol-2-yl)amino)benzo[d]oxazole-5-carbaldehyde